5-methoxybenzenesulfonamide COC=1C=CC=C(C1)S(=O)(=O)N